decyl (decyl phosphonate) C(CCCCCCCCC)P(OCCCCCCCCCC)([O-])=O